tert-butyl (1-(6-chloropyridazin-3-yl)pyrrolidin-3-yl)(3,3-difluorocyclobutyl)carbamate ClC1=CC=C(N=N1)N1CC(CC1)N(C(OC(C)(C)C)=O)C1CC(C1)(F)F